FC=1C(=NC(=C(C1)F)C1=CN=C2N1C=CC(=C2)C2=NN=C(N2)C(F)(F)F)N[C@H]2CN(CCC2)C(=O)OC(C)(C)C tert-butyl (3R)-3-[[3,5-difluoro-6-[7-[5-(trifluoromethyl)-4H-1,2,4-triazol-3-yl]imidazo[1,2-a]pyridin-3-yl]-2-pyridyl]amino]piperidine-1-carboxylate